2,4-dimethyltetracosanoic acid CC(C(=O)O)CC(CCCCCCCCCCCCCCCCCCCC)C